(methylsulfanyl)-1-(2-(5-(p-tolyl)-1H-imidazol-2-yl)piperazin-1-yl)propan-1-one CSC(C(=O)N1C(CNCC1)C=1NC(=CN1)C1=CC=C(C=C1)C)C